3-(5-((4-chloro-3-fluorophenoxy)methyl)-1,3,4-oxadiazol-2-yl)bicyclo[1.1.1]pentan-1-amine ClC1=C(C=C(OCC2=NN=C(O2)C23CC(C2)(C3)N)C=C1)F